1-(3-fluoro-2-(4-formylpiperidin-1-yl)phenyl)-N4,N4-dimethyl-benzene-1,4-disulfonamide FC=1C(=C(C=CC1)C1(CC=C(C=C1)S(=O)(=O)N(C)C)S(=O)(=O)N)N1CCC(CC1)C=O